2-aminoethoxyethoxyacetic acid NCCOCCOCC(=O)O